5-((S)-3-hydroxypiperidin-1-yl)pyrazolo[1,5-a]Pyrimidine-3-carboxamide O[C@@H]1CN(CCC1)C1=NC=2N(C=C1)N=CC2C(=O)N